(+/-)-5-[4-(2,6-difluoro-4-{[5-(hydroxymethyl)-5-methyl-5,6-dihydro-4H-1,3-oxazin-2-yl]amino}phenoxy)-1H-pyrrolo[2,3-b]pyridin-3-yl]-2-(2-methylpropoxy)benzonitrile FC1=C(OC2=C3C(=NC=C2)NC=C3C=3C=CC(=C(C#N)C3)OCC(C)C)C(=CC(=C1)NC=1OC[C@@](CN1)(C)CO)F |r|